FC1=C(C(=CC=C1C(=O)C1=CNC2=NC=C(C=C21)C2=CC=NC=C2)F)NS(=O)(=O)CC N-(2,6-difluoro-3-(5-(pyridin-4-yl)-1H-pyrrolo-[2,3-b]pyridine-3-carbonyl)-phenyl)ethanesulfonamide